FC1=CC=C(C=C1)[C@@H]1N(CCC2=CC=CC=C12)C(=O)[C@H]1C[C@H]2[C@@H](N(CCN2)CC(F)(F)F)CO1 ((S)-1-(4-fluorophenyl)-3,4-dihydroisoquinolin-2(1H)-yl)((4aR,7R,8aS)-4-(2,2,2-trifluoroethyl)octahydro-2H-pyrano[3,4-b]pyrazin-7-yl)methanone